CC1(CCC(CC1)C[C@@H]([C@@H](C)C1CCC2C3CCC4CC(CCC4(C3CCC12C)C)(O)COC)O)C 17-((2S,3S)-4-(4,4-dimethylcyclohexyl)-3-hydroxybutan-2-yl)-3-(methoxymethyl)-10,13-dimethylhexadecahydro-1H-cyclopenta[a]phenanthren-3-ol